OC(C1=CC=C(N=N1)C1=C(C=C(C=C1)C=1C=NNC1)O)C1CC(NC(C1)(C)C)(C)C 2-(6-(hydroxy(2,2,6,6-tetramethylpiperidin-4-yl)methyl)pyridazin-3-yl)-5-(1H-pyrazol-4-yl)phenol